COC(C(CCCCCCCCCCCCC)N1C(CCC2=CC=C(C=C12)CCN1CCN(CC1)C1=CC(=CC2=C1C=CS2)F)=O)=O (7-(2-(4-(6-fluorobenzothiophen-4-yl)piperazin-1-yl)ethyl)-2-oxo-3,4-dihydroquinoline-1(2H)-yl)pentadecanoic acid methyl ester